5-methylpiperidine-3-carbaldehyde CC1CC(CNC1)C=O